(R)-3-((3-(ethoxymethyl)-3-(2-(4-methylthiophen-3-yl)ethyl)pyrrolidin-1-yl)methyl)pyridine C(C)OC[C@]1(CN(CC1)CC=1C=NC=CC1)CCC1=CSC=C1C